COC=1C=C2C(=NC1C1=C3CCC(C3=CC=C1)CO)C(=NN2)C=2C=NN(C2)C (4-(6-methoxy-3-(1-methyl-1H-pyrazol-4-yl)-1H-pyrazolo[4,3-b]pyridin-5-yl)-2,3-dihydro-1H-inden-1-yl)methanol